N1=CC(=CC=C1)NC(NC1CCN(CC1)C1=NC=CC(=C1)OC1CCN(CC1)C(=O)OC(C)C)=S Isopropyl 4-((2-(4-(3-(pyridin-3-yl)thioureido) piperidin-1-yl) pyridin-4-yl) oxy)piperidine-1-carboxylate